N-(3,4-Dichlorophenyl)-6,7-dihydro-[1,2,5]oxadiazolo[3,4-c]pyridine ClC=1C=C(C=CC1Cl)N1ONC=2C=NCCC21